(1R,2R,3S,4R,5S)-4-(6-amino-2-(ethylsulfanyl)-9H-purin-9-yl)-1-(hydroxymethyl)bicyclo[3.1.0]Hexane-2,3-diol NC1=C2N=CN(C2=NC(=N1)SCC)[C@H]1[C@@H]([C@@H]([C@@]2(C[C@H]12)CO)O)O